Butyl 2-(3-{[3-(adamantan-1-yl)-4-methoxyphenyl] sulfanyl}phenyl)acetate C12(CC3CC(CC(C1)C3)C2)C=2C=C(C=CC2OC)SC=2C=C(C=CC2)CC(=O)OCCCC